3-[({3-[(2-Phenylethyl)amino]propyl}(1H-pyrazol-4-yl)amino)methyl]-5-[5-(thiophen-2-yl)pyrrolo[2,3-d]pyrimidin-7-yl]cyclopentane-1,2-diol C1(=CC=CC=C1)CCNCCCN(C=1C=NNC1)CC1C(C(C(C1)N1C=C(C2=C1N=CN=C2)C=2SC=CC2)O)O